tert-butyl 3-[3-[[4-[4-(3,5-dichlorophenyl)piperazin-1-yl]sulfonylphenyl]carbamoyl]-4-[methyl(methylsulfonyl)amino]phenyl]propanoate ClC=1C=C(C=C(C1)Cl)N1CCN(CC1)S(=O)(=O)C1=CC=C(C=C1)NC(=O)C=1C=C(C=CC1N(S(=O)(=O)C)C)CCC(=O)OC(C)(C)C